2-(2-tetrahydropyran-2-yl-pyrazol-3-yl)acetic acid O1C(CCCC1)N1N=CC=C1CC(=O)O